4,4'-[(2-hydroxyphenyl)methylene]bis[3-methylphenol] OC1=C(C=CC=C1)C(C1=C(C=C(C=C1)O)C)C1=C(C=C(C=C1)O)C